BrC1=CC2=C(N=CS2)C=C1 6-bromo-(benzothiazole)